The molecule is a member of the class of mesoporphyrins obtained by formal hydrogenation of the two vinyl groups in protoporphyrin. CCC1=C(C2=CC3=C(C(=C(N3)C=C4C(=C(C(=N4)C=C5C(=C(C(=N5)C=C1N2)C)CCC(=O)O)CCC(=O)O)C)C)CC)C